FC(C=1C=CN=C2C=C(C=NC12)OC)C=1C=NC(=C(C1)OC)OCC1=NC=C(C=C1)OC 8-[fluoro-[5-methoxy-6-[(5-methoxy-2-pyridinyl)methoxy]-3-pyridinyl]methyl]-3-methoxy-1,5-naphthyridine